(S)-1-(cyclopropylmethyl)-7-((5-oxopyrrolidin-3-yl)methoxy)-1H-pyrrolo[2,3-c]pyridine-2-carbaldehyde C1(CC1)CN1C(=CC=2C1=C(N=CC2)OC[C@@H]2CNC(C2)=O)C=O